CC(=CCC1=C(C=CC(=C1)C(=O)NC2=C(C3=C(C(=C(C=C3)O[C@H]4[C@@H]([C@@H]([C@H](C(O4)(C)C)OC)OC(=O)C5=CC=CN5)O)Cl)OC2=O)O)O)C The molecule is a hydroxycoumarin antibiotic with formula C34H35ClN2O11, that is produced by Streptomyces roseochromogenes It has a role as an antimicrobial agent and a bacterial metabolite. It is a hexoside, a hydroxycoumarin, a monosaccharide derivative, a member of benzamides, an organochlorine compound, a member of pyrroles, an ether and a member of phenols.